(n-propyl) (3,3,3-trifluoro-n-propyl) ether FC(CCOCCC)(F)F